O=C1NC(CCC1N1C(C2=CC=CC(=C2C1)N([C@H]1C[C@H](CC1)C(=O)NC)CCCC1CCOCC1)=O)=O (1S,3R)-3-((2-(2,6-dioxopiperidin-3-yl)-1-oxoisoindolin-4-yl)(3-(tetrahydro-2H-pyran-4-yl)propyl)amino)-N-methylcyclopentanecarboxamide